C(C1=CC=CC=C1)(=O)OCC(C(C(C(CO)O)O)O)O 2,3,4,5,6-pentahydroxyhexyl benzoate